2-(2'-hydroxy-5-T-Octylphenyl)-Benzotriazole OC1=C(C=C(C=C1)C(C)(C)CC(C)(C)C)N1N=C2C(=N1)C=CC=C2